N-((6-bromO-8-fluoro-2-methylquinolin-4-yl)methylene)-2-methylpropane-2-sulfinamide BrC=1C=C2C(=CC(=NC2=C(C1)F)C)C=NS(=O)C(C)(C)C